N-(1-(1-(3-Chloro-4-methylbenzyl)-1,8-diazaspiro[4.5]decane-8-carbonyl)-1H-pyrazol-3-yl)acetamide ClC=1C=C(CN2CCCC23CCN(CC3)C(=O)N3N=C(C=C3)NC(C)=O)C=CC1C